2-Methacrylamidoethanesulfonic acid C(C(=C)C)(=O)NCCS(=O)(=O)O